NCCOC=CC(C(=O)O)NCC1=C(C(=NC=C1COP(=O)(O)O)C)O 4-(2-amino-ethoxy)-2-[(3-hydroxy-2-methyl-5-phosphonooxymethyl-pyridin-4-ylmethyl)-amino]-but-3-enoic acid